2,6,6-trimethylbicyclo[3.1.1]heptan-3-ol CC1C2C(C(CC1O)C2)(C)C